1-tert-butyloxycarbonyl-4-(pyridin-2-ylmethyl)piperidine cobalt sulfate S(=O)(=O)([O-])[O-].[Co+2].C(C)(C)(C)OC(=O)N1CCC(CC1)CC1=NC=CC=C1